5-(4-fluoro-3-methyl-phenyl)-6-(methoxymethyl)-1H-pyrrolo[2,3-f]indazole FC1=C(C=C(C=C1)N1C(=CC2=C1C=C1C=NNC1=C2)COC)C